6-fluoro-5-(1-(8-(2-methoxyethyl)-8-azabicyclo[3.2.1]octan-3-yl)piperidin-4-yl)-1-methyl-2-(4-(methylsulfonyl)phenyl)-1H-benzo[d]imidazole FC=1C(=CC2=C(N(C(=N2)C2=CC=C(C=C2)S(=O)(=O)C)C)C1)C1CCN(CC1)C1CC2CCC(C1)N2CCOC